FC1([C@@H]([C@H](N(C1=O)C=1C=C2C=NN(C2=CC1)C1=CC=C(C=C1)F)C1=CC=CC=C1)NC(=O)C1CC1)F N-((2R,3R)-4,4-difluoro-1-(1-(4-fluorophenyl)-1H-indazol-5-yl)-5-oxo-2-phenylpyrrolidin-3-yl)cyclopropanecarboxamide